(2-(4-chlorophenyl)-2-methylpropanoyl)-D-alanyl-D-glutamic acid ClC1=CC=C(C=C1)C(C(=O)N[C@H](C)C(=O)N[C@H](CCC(=O)O)C(=O)O)(C)C